(2R,3R)-3-(4-(4-(1-(pentan-3-yl)-1H-pyrazol-4-yl)pyrazolo[1,5-a]pyrazin-6-yl)-1H-pyrazol-1-yl)butan-2-ol CCC(CC)N1N=CC(=C1)C=1C=2N(C=C(N1)C=1C=NN(C1)[C@@H]([C@@H](C)O)C)N=CC2